CN1N=CC(=C1)C1=CC=C(C(=O)NC2=CC3=C(C=N2)C=C(N3COCC[Si](C)(C)C)CN3[C@H](CCC3)C)C=C1 4-(1-methylpyrazol-4-yl)-N-(2-[[(2S)-2-methylpyrrolidin-1-yl]methyl]-1-[[2-(trimethylsilyl)ethoxy]methyl]pyrrolo[3,2-c]pyridin-6-yl)benzamide